C(C)C1(CC1)CN1N=CC(=C1)C=1C=CC(=NC1C1=CC=2N(C=C1)C=CN2)C#N 5-{1-[(1-ethylcyclopropyl)methyl]-1H-pyrazol-4-yl}-6-imidazo[1,2-a]pyridin-7-ylpyridine-2-carbonitrile